[Cl-].CC(C(O)(C)C)(O)CO trimethylglycerol chloride